7-indazolecarboxaldehyde N1N=CC2=CC=CC(=C12)C=O